2-[3-[2-[2-(2,6-dioxo-3-piperidyl)-1,3-dioxo-isoindolin-5-yl]ethynyl]azetidin-1-yl]acetic acid trifluoroacetate salt FC(C(=O)O)(F)F.O=C1NC(CCC1N1C(C2=CC=C(C=C2C1=O)C#CC1CN(C1)CC(=O)O)=O)=O